Cl.FC(C(C)(O)C1=C2CCN[C@H](C2=CC=C1)C)F 1,1-difluoro-2-[(1S)-1-methyl-1,2,3,4-tetrahydroisoquinolin-5-yl]propane-2-ol hydrochloride